6-{8-[(2-cyano-2-methylideneethyl)amino]-7-methoxynaphthalen-2-yl}-N-[2-(1-methylpiperidin-4-yl)ethyl]pyridine-2-carboxamide C(#N)C(CNC=1C(=CC=C2C=CC(=CC12)C1=CC=CC(=N1)C(=O)NCCC1CCN(CC1)C)OC)=C